ClC=1C=C(C=CC1F)[C@H]1CN2[C@H](CO1)CN(CC2)C(=O)C2=C(C(=CC(=C2)OC)OC)Cl [(3S,9aS)-3-(3-Chloro-4-fluorophenyl)-3,4,6,7,9,9a-hexahydro-1H-pyrazino[2,1-c][1,4]oxazin-8-yl]-(2-chloro-3,5-dimethoxyphenyl)methanon